N[C@]12C=3C=CC(NC3C[C@@H](C=C(C1)C)[C@H]2C=C)=O (1R,9S,13R)-1-amino-13-vinyl-11-methyl-6-azatricyclo[7.3.1.02,7]tridec-2(7),3,10-trien-5-one